N,N-Diphenylurea C1(=CC=CC=C1)N(C(=O)N)C1=CC=CC=C1